2-hydroxyethyl-1,3-propanediol OCCC(CCO)O